N1(CCNCC1)C1=NC=CC(=N1)NC1=CC(=CC=C1)C1=CC=NC=C1 2-(piperazin-1-yl)-N-(3-(pyridin-4-yl)phenyl)pyrimidin-4-amine